BrC1=C(C=C(C=C1)CBr)[N+](=O)[O-] 1-bromo-4-(bromomethyl)-2-nitrobenzene